methyl (S)-2-(bis(tert-butoxycarbonyl)amino)-3-(6-(trifluoromethyl)-1H-indol-3-yl)propanoate C(C)(C)(C)OC(=O)N([C@H](C(=O)OC)CC1=CNC2=CC(=CC=C12)C(F)(F)F)C(=O)OC(C)(C)C